1-(4-(6-fluoroquinolin-4-yl)cyclohexyl)ethan-1-ol FC=1C=C2C(=CC=NC2=CC1)C1CCC(CC1)C(C)O